C(C)(C)(C)C1=CC(=CC=C1O)C 2-tertiary butyl-p-cresol